C(C(=C)C)(=O)OCC 1-ethyl methacrylate